N-(4-(4-amino-7-methyl-5-(4-(pyrrolidine-1-carbonyl)phenyl)-7H-pyrrolo[2,3-d]pyrimidin-6-yl)phenyl)but-2-ynamide NC=1C2=C(N=CN1)N(C(=C2C2=CC=C(C=C2)C(=O)N2CCCC2)C2=CC=C(C=C2)NC(C#CC)=O)C